ClC=1C=NC=C(C1CC(=O)C1=CC=C(C=2OC3(CCSCC3)OC21)OC(F)F)Cl 2-(3,5-Dichloro-4-pyridinyl)-1-[7-(difluoromethoxy)spiro[1,3-benzodioxol-2,4'-tetrahydrothiopyran]-4-yl]ethanone